5-(3-chlorocinnolin-6-yl)thiazol-2-amine ClC=1N=NC2=CC=C(C=C2C1)C1=CN=C(S1)N